5-(9-(1-(2,5-dimethoxy-4-(2-methyl-1-oxo-1,2-dihydro-2,7-naphthyridin-4-yl)benzyl)piperidin-4-yl)-2,9-diazaspiro[5.5]undecan-2-yl)-N-(2,6-dioxopiperidin-3-yl)picolinamide COC1=C(CN2CCC(CC2)N2CCC3(CCCN(C3)C=3C=CC(=NC3)C(=O)NC3C(NC(CC3)=O)=O)CC2)C=C(C(=C1)C1=CN(C(C2=CN=CC=C12)=O)C)OC